O1N=CC(=C1)C1=CC(=C2C=NNC2=C1)NCCOCCCCNCC=1C=C(OCC(=O)N)C=C(C1)OC(F)(F)F 2-(3-(((4-(2-((6-(isoxazol-4-yl)-1H-indazol-4-yl)amino)ethoxy)butyl)amino)methyl)-5-(trifluoromethoxy)phenoxy)acetamide